N-[2-(2-pyridyldithio)]ethylmethacrylamide N1=C(C=CC=C1)SSCCNC(C(=C)C)=O